NC1=CC(=CC=C1)N(CCO)CCO 1-amino-3-bis-(2'-hydroxyethyl)aminobenzene